6-Chloro-N4-isopropyl-2-(propylthio)pyrimidine-4,5-diamine ClC1=C(C(=NC(=N1)SCCC)NC(C)C)N